BrC1=C(C=2C(=NC=CN2)N=C1)C 7-bromo-8-methyl-pyrido[2,3-b]Pyrazine